SCCC(=O)OCCCCCCCCOC(CCS)=O 1,8-octanediol bis(3-mercaptopropionate)